FC1=C(CBr)C=CC(=C1)C(F)(F)F 2-fluoro-4-(trifluoromethyl)benzyl bromide